rel-1-((1R,4S,5S)-5-(4-((4-([1,2,4]triazolo[1,5-a]pyridin-7-yloxy)-2-fluoro-3-methylphenyl)amino)pyrido[3,2-d]pyrimidin-6-yl)-2-azabicyclo[2.2.2]octan-2-yl)prop-2-en-1-one N=1C=NN2C1C=C(C=C2)OC2=C(C(=C(C=C2)NC=2C1=C(N=CN2)C=CC(=N1)[C@@H]1[C@H]2CN([C@@H](C1)CC2)C(C=C)=O)F)C |o1:27,28,31|